ClC1=CC=C(C=C1)C(N)C1CC1 (4-chlorophenyl)(cyclopropyl)methanamine